ClC=1C=C(C=CC1Cl)C=1N=C(SC1SC(C)C)N1N=C(C(=C1C(=O)O)C1=CC(=CC=C1)OC)C 1-(4-(3,4-dichlorophenyl)-5-(isopropylsulfanyl)thiazol-2-yl)-4-(3-methoxyphenyl)-3-methyl-1H-pyrazole-5-carboxylic acid